BrC1=C(C=C2C(=NC(=NC2=C1F)O)O)OC(F)F 7-bromo-6-(difluoromethoxy)-8-fluoroquinazoline-2,4-diol